N1C(=NC=C1)C1=CC=C(C(=N1)OC)NC(=O)C=1C(=NOC1C)C1=CC=CC=C1 N-[6-(1H-Imidazol-2-yl)-2-methoxy-3-pyridyl]-5-methyl-3-phenyl-isoxazole-4-carboxamide